FC1=CC=CC(=N1)NCC1=CC=C(C=C1)OC 6-fluoro-N-(4-methoxybenzyl)pyridin-2-amine